FC1OC(OC1F)(C(F)(F)F)C(F)(F)F 4,5-difluoro-2,2-bis(trifluoromethyl)-1,3-dioxolan